2-(para-tolyl)oxazole-5-carbaldehyde C1(=CC=C(C=C1)C=1OC(=CN1)C=O)C